8-((3R,5S)-3-amino-5-methylpiperidine-1-yl)quinoxaline-5-nitrile N[C@H]1CN(C[C@H](C1)C)C1=CC=C(C=2N=CC=NC12)C#N